4-[7-(benzyloxy)-[1,2,4]triazolo[4,3-a]pyridin-3-yl]-6-(furan-2-yl)pyrimidin C(C1=CC=CC=C1)OC1=CC=2N(C=C1)C(=NN2)C2=NC=NC(=C2)C=2OC=CC2